FC(C=1C(=C(C=CC1)[C@@H](C)NC1=NC(=NC2=CC=C(C=C12)NC)C)C)F (R)-N4-(1-(3-(difluoromethyl)-2-methylphenyl)ethyl)-N6,2-Dimethylquinazoline-4,6-diamine